ClC=1C=NN2C1C(=NC(=C2)C=2C=NN(C2)C)C=2C=CC(=NC2)N2CCN(CC2)C(=O)OC(C)(C)C tert-Butyl 4-(5-(3-chloro-6-(1-methyl-1H-pyrazol-4-yl)pyrazolo[1,5-a]pyrazin-4-yl)pyridin-2-yl)piperazine-1-carboxylate